1-(oxazol-5-ylmethyl)-1H-benzo[d]imidazole-6-carboxylic acid O1C=NC=C1CN1C=NC2=C1C=C(C=C2)C(=O)O